6-Morpholine-4-yl-N-phenyl-N1-(4-trifluoromethylphenyl)-[1,3,5]triazine-2,4-diamine N1(CCOCC1)C1=NC(=NC(N1C1=CC=C(C=C1)C(F)(F)F)NC1=CC=CC=C1)N